N-(4-Chloro-3-cyano-1H-indol-7-yl)-1-(3-hydroxy-1-methyl-propyl)pyrazol-4-sulfonamid ClC1=C2C(=CNC2=C(C=C1)NS(=O)(=O)C=1C=NN(C1)C(CCO)C)C#N